C(#N)C1=CC(=C(CNC2=CC(=NC=N2)OCC=2N=C3N(C=C(C=C3CCC(=O)OCC)C3CC3)C2)C(=C1)C)C ethyl 3-(2-(((6-((4-cyano-2,6-dimethylbenzyl)amino)pyrimidin-4-yl)oxy)methyl)-6-cyclopropylimidazo[1,2-a]pyridin-8-yl)propanoate